1-(6-chloroimidazo[1,2-b]pyridazin-8-yl)-4,4-difluoro-pyrrolidin-3-ol ClC=1C=C(C=2N(N1)C=CN2)N2CC(C(C2)(F)F)O